7-(3-methoxy-2,6-dimethyl-phenyl)-2-methyl-6-vinyl-pyrrolo[2,3-d]pyrimidine-5-carbonitrile COC=1C(=C(C(=CC1)C)N1C(=C(C2=C1N=C(N=C2)C)C#N)C=C)C